2-(5-fluoro-3-pyridinyl)-9-isopropyl-N-(5-methoxyindan-2-yl)purin-6-amine FC=1C=C(C=NC1)C1=NC(=C2N=CN(C2=N1)C(C)C)NC1CC2=CC=C(C=C2C1)OC